C12(C=CC3=CC(=CC=C13)O)C=CC1=CC(=CC=C12)O spirobiinden-5,5'-diol